1-(2-bromo-5-nitro-phenyl)sulfonyl-pyrrolidine methyl-trans-4-[(5-cyano-4-methyl-3-pyridyl)methyl]cyclohexanecarboxylate COC(=O)[C@@H]1CC[C@H](CC1)CC=1C=NC=C(C1C)C#N.BrC1=C(C=C(C=C1)[N+](=O)[O-])S(=O)(=O)N1CCCC1